N-(3-chloro-2-methylphenyl)-2-(2-methylpentan-2-yl)-6-({[2-(trifluoromethyl)phenyl]carbonyl}amino)-1H-benzimidazole-4-Carboxamide ClC=1C(=C(C=CC1)NC(=O)C1=CC(=CC=2NC(=NC21)C(C)(CCC)C)NC(=O)C2=C(C=CC=C2)C(F)(F)F)C